tetrahydropyran-2,3,4,5-tetrol O1C(C(C(C(C1)O)O)O)O